FC1=C(C=CC(=C1)S(=O)(=O)C)[C@@H]1COCCCN1C=O |r| (+/-)-3-(2-fluoro-4-(methylsulfonyl)phenyl)-1,4-oxazepane-4-carbaldehyde